C(C)(C)(C)O.P(=O)(O)(O)[O-].[Na+] sodium dihydrogenphosphate-tertiary butanol